C(C1=CC=CC=C1)NC=1C=C(C=CC1)C#CCN1C(N(C(C=2N(C(=NC12)S(=O)(=O)C)C)=O)C)=O 3-(3-(3-(benzylamino)phenyl)prop-2-yn-1-yl)-1,7-dimethyl-8-(methylsulfonyl)-1H-purine-2,6(3H,7H)-dione